NC=1C(=NC(=NC1)NC(C)(C)C)NC1CN(CC1)C(=O)OC(C)(C)C tert-Butyl 3-((5-amino-2-(tert-butylamino)pyrimidin-4-yl)amino)pyrrolidine-1-carboxylate